FC1=CC=C(C=C1)/C=C/C(=O)C1=C(C2=C(NC1=O)SC=C2)C (E)-5-(3-(4-fluorophenyl)acryloyl)-4-methylthieno[2,3-b]pyridin-6(7H)-one